Cl.NC1C2CN(CC12)CC1=CC=C(C=C1)N1C(N=C(C=C1)NC(=O)N1C[C@H](CC1)CN)=O (R)-N-(1-(4-((exo-6-Amino-3-azabicyclo[3.1.0]hexan-3-yl)methyl)phenyl)-2-oxo-1,2-dihydropyrimidin-4-yl)-3-(aminomethyl)pyrrolidine-1-carboxamide Hydrochloride Salt